C(C)(C)(C)OC(=O)N1CCC(CC1)CCOCC1CCC(CC1)N1N=C(C(=C1)N)C(F)F 4-(2-(((1R,4R)-4-(4-amino-3-(difluoromethyl)-1H-pyrazol-1-yl)cyclohexyl)methoxy)ethyl)piperidine-1-carboxylic acid tert-butyl ester